C1(CCCC1)CCC1=NC(=NO1)C1=CC2=C(N(C=N2)CCNC(C2=CC=C(C=C2)CC)=O)C=C1 N-(2-(5-(5-(2-cyclopentylethyl)-1,2,4-oxadiazol-3-yl)-1H-benzo[d]imidazol-1-yl)ethyl)-4-ethylbenzamide